FC(OC=1C(=C(C(=C(C1F)F)F)S(=O)(=O)Cl)F)F 3-(difluoromethoxy)-2,4,5,6-tetrafluorobenzenesulfonyl chloride